(4aS,10aR)-7-nitro-2,3,4,4a,10,10a-hexahydro-1H-benzo[b]pyrido[3,4-e][1,4]oxazine-6-carbonitrile [N+](=O)([O-])C1=CC=C2C(O[C@@H]3[C@H](N2)CNCC3)=C1C#N